CC(CCC[C@H](N)C(=O)O)(N)C 6,6-dimethyl-lysine